3-(2-[imidazo[1,2-b]pyridazin-3-yl]ethynyl)-4-methyl-N-[4-([[2-(morpholin-4-yl)ethyl]amino]methyl)-3-(trifluoromethyl)phenyl]benzamide N=1C=C(N2N=CC=CC21)C#CC=2C=C(C(=O)NC1=CC(=C(C=C1)CNCCN1CCOCC1)C(F)(F)F)C=CC2C